(E)-α-cyano-β-phenylacrylamide C(#N)/C(/C(=O)N)=C\C1=CC=CC=C1